4,7-bis(4-(tert-butyl)phenyl)-2-propyl-2H-benzo[d][1,2,3]triazole C(C)(C)(C)C1=CC=C(C=C1)C1=CC=C(C2=NN(N=C21)CCC)C2=CC=C(C=C2)C(C)(C)C